ClC=1C(=CC=2N(N1)C(C(=C(N2)C)C)=O)C 7-Chloro-2,3,8-trimethyl-4H-pyrimido[1,2-b]pyridazin-4-one